N,N-di-t-butoxycarbonyl-2-nitro-5-fluoroaniline C(C)(C)(C)OC(=O)N(C1=C(C=CC(=C1)F)[N+](=O)[O-])C(=O)OC(C)(C)C